N-(1-((1H-pyrazolo[3,4-b]pyridin-5-yl)methyl)indolin-6-yl)-3-(4-methyl-1H-imidazol-1-yl)-5-(trifluoromethyl)benzamide N1N=CC=2C1=NC=C(C2)CN2CCC1=CC=C(C=C21)NC(C2=CC(=CC(=C2)C(F)(F)F)N2C=NC(=C2)C)=O